C1(=CC=CC=C1)S\C(=C/S(=O)(=O)C1=CC=C(C)C=C1)\C1=CSC=C1 (Z)-3-(1-(phenyl-thio)-2-tosylvinyl)thiophene